3-(1-oxo-5-vinyl-isoindolin-2-yl)piperidine-2,6-dione O=C1N(CC2=CC(=CC=C12)C=C)C1C(NC(CC1)=O)=O